C1C[C@@H](O[C@@H]1CO)N2C=NC3=C(N=CN=C32)N dideoxyadenosine